(M)-2-[4-[4-(aminomethyl)-8-methyl-1-oxo-2H-phthalazin-6-yl]-2-methyl-pyrazol-3-yl]-3-fluoro-naphthalene-1-carbonitrile NCC1=NNC(C2=C(C=C(C=C12)C1=C(N(N=C1)C)C1=C(C2=CC=CC=C2C=C1F)C#N)C)=O